C1(CCCCC1)C(C(=O)NC1=CC=C2C(=C1)NC(C21CCOCC1)=O)C1=NC2=C(N1)C=CC=C2F 2-cyclohexyl-2-(4-fluoro-1H-benzoimidazol-2-yl)-N-(2-oxospiro[indoline-3,4'-tetrahydropyran]-6-yl)acetamide